N,N-dimethyl-1H-indole-1-sulfonamide CN(S(=O)(=O)N1C=CC2=CC=CC=C12)C